1,2-dimethylenebenzene diisocyanate [N-]=C=O.[N-]=C=O.C=C1C(C=CC=C1)=C